ClC=1C(=NC(=NC1)N[C@H]1CN(CCC1)CCCCCCNC(COC1=C2C(N(C(C2=CC=C1)=O)C1C(NC(CC1)=O)=O)=O)=O)C1=CNC2=CC=CC=C12 N-(6-((R)-3-((5-chloro-4-(1H-indol-3-yl)pyrimidin-2-yl)amino)piperidin-1-yl)hexyl)-2-((2-(2,6-dioxopiperidin-3-yl)-1,3-dioxoisoindolin-4-yl)oxy)acetamide